cesium benzenedisulfonate C=1(C(=CC=CC1)S(=O)(=O)[O-])S(=O)(=O)[O-].[Cs+].[Cs+]